ethyl 3-(3-hydroxy-4-methoxyphenyl)-2-phenylpropionate OC=1C=C(C=CC1OC)CC(C(=O)OCC)C1=CC=CC=C1